1-(4-aminophenyl)-3,5-dimethyl-1h-pyrazole-4-carboxylic acid ethyl ester C(C)OC(=O)C=1C(=NN(C1C)C1=CC=C(C=C1)N)C